C1(CCCCC1)OC1=CC(=NC=C1)C1=NN=C(S1)NC1=NC=C(C=C1)OC 5-(4-(cyclohexyloxy)pyridin-2-yl)-N-(5-methoxypyridin-2-yl)-1,3,4-thiadiazol-2-amine